C(C)(C)(C)OC(=O)N1C(CC(C1)C1=CC(=C(C=C1)OC(F)F)OCC1CC1)CC#N 2-(cyanomethyl)-4-(3-(cyclopropylmethoxy)-4-(difluoromethoxy)phenyl)pyrrolidine-1-carboxylic acid tert-butyl ester